3-(1-fluorocyclopropyl)-3-oxopropionitrile FC1(CC1)C(CC#N)=O